4-fluoro-1H-pyridine-3-carboxylic acid ethyl ester C(C)OC(=O)C=1CNC=CC1F